C(C)C(CCC=1OCCN1)CCCC 2-(3-ethylheptyl)-2-oxazoline